CC1(C(C(=CC(=C1)C)C1=CC(=CC(=C1)C)C)N)N 3,3',5,5'-tetramethylbiphenyl-diamine